F[C@H]1[C@H](C1)C(=O)NC1=NC=C2C=C(C(N(C2=C1)C)=O)C=1C=NC(=CC1C)C(CCC)O (1R,2R)-2-fluoro-N-(3-(6-(1-hydroxybutyl)-4-methylpyridin-3-yl)-1-methyl-2-oxo-1,2-dihydro-1,6-naphthyridin-7-yl)cyclopropane-1-carboxamide